BrC1=CC=2N(C=C1)N=CC2C2=CC=CC(=N2)C2CN(CCC2)C(=O)OC(C)(C)C tert-butyl 3-[6-(5-bromopyrazolo[1,5-a]pyridin-3-yl)-2-pyridyl]piperidine-1-carboxylate